bis(dibenzothiophene-2-yl)-N,N'-diphenyl-pyrene-1,6-diamine C1=C(C=CC=2SC3=C(C21)C=CC=C3)C=3C(=C(C=2C=CC1=CC=C(C=4C=CC3C2C41)NC4=CC=CC=C4)NC4=CC=CC=C4)C4=CC1=C(SC2=C1C=CC=C2)C=C4